7-(3-amino-4-(4-aminophenyl)-1-methyl-1H-indazol-6-yl)hexahydroindolizin-3(2H)-one NC1=NN(C2=CC(=CC(=C12)C1=CC=C(C=C1)N)C1CCN2C(CCC2C1)=O)C